C(C)(C)(C)OC(=O)N(CC(=O)OC)CC1=C(C=CC=C1)[N+](=O)[O-] Methyl N-(tert-butoxycarbonyl)-N-(2-nitrobenzyl)glycinate